S(=O)(=O)(OCCCCCCCCCCCC)[O-].[Li+] lithium dodecyl sulfate